ClC1=CC2=C(C3=C(O2)C(=C2C=C4C(OC5=C4C=CC(=C5)Cl)=C(C2=C3)C3=CC=CC=C3)C3=CC=CC=C3)C=C1 3,10-dichloro-6,13-diphenylnaphtho[2,3-b:6,7-b']bis-benzofuran